2-iodo-4,4'-dimethyl-2'-selenocyano-1,1'-biphenyl IC1=C(C=CC(=C1)C)C1=C(C=C(C=C1)C)[Se]C#N